FC=1C=C(C2=C(C(=C(O2)[C@H](C(F)(F)F)NC(=O)NC=2C=NC(=NC2)NCCO)C)C1)F (R)-1-(1-(5,7-difluoro-3-methylbenzofuran-2-yl)-2,2,2-trifluoroethyl)-3-(2-((2-hydroxyethyl)amino)pyrimidin-5-yl)urea